FC(OC=1C(=NC=CN1)CN1C(C(=CC=2C1=NC(=CN2)C)C2CCN(CC2)C2=C(C=CC=C2C)F)=O)F 5-((3-(difluoromethoxy)pyrazin-2-yl)methyl)-7-(1-(2-fluoro-6-methylphenyl)piperidin-4-yl)-3-methylpyrido[2,3-b]pyrazin-6(5H)-one